Sodium (2S,5R)-2-(N-(2-cyclohexylacetyl) carbamimidoyl)-7-oxo-1,6-diazabicyclo[3.2.1]octan-6-yl sulfate S(=O)(=O)(ON1[C@@H]2CC[C@H](N(C1=O)C2)C(NC(CC2CCCCC2)=O)=N)[O-].[Na+]